ClC=1C=C(C(=C(C1)C1=CC2=C(O[C@H](CN2S(=O)(=O)C2=CC(=CC=C2)C(F)(F)F)CCC(=O)O)C=C1)F)F (S)-3-(6-(5-chloro-2,3-difluorophenyl)-4-((3-(trifluoromethyl)phenyl)sulfonyl)-3,4-dihydro-2H-benzo[b][1,4]oxazin-2-yl)propanoic acid